OB1C2=C(C=NO1)C=C(C=C2)C2=C(O[C@H](C)C=1C=C(C=C3C(C(=C(OC13)N1CCCCC1)C)=O)C)C=CC=C2 (R)-8-(1-(2-(1-hydroxy-1H-benzo[d][1,2,6]oxazaborinin-6-yl)phenoxy)ethyl)-3,6-dimethyl-2-(piperidin-1-yl)-4H-chromen-4-one